1-(1,1-dimethyl-prop-2-ynyl)-pyrrolidin-2-one CC(C#C)(C)N1C(CCC1)=O